4-(benzyloxy)-3-nitrobenzaldehyde C(C1=CC=CC=C1)OC1=C(C=C(C=O)C=C1)[N+](=O)[O-]